NC1=C2N=CN(C2=NC(=N1)Cl)[C@H]1[C@H]([C@@H]([C@H](O1)COC(C(=O)O)(C(=O)O)CC1=CC(=CC=C1)OC(F)(F)F)O)F 2-(((2r,3r,4s,5r)-5-(6-amino-2-chloro-9H-purin-9-yl)-4-fluoro-3-hydroxytetrahydrofuran-2-yl)methoxy)-2-(3-(trifluoromethoxy)benzyl)malonic acid